N-(3-cyanocyclobutyl)-5-((1-methyl-2-oxo-1,2-dihydropyridin-3-yl)amino)-7-(methylamino)pyrazolo[1,5-a]pyrimidine-3-carboxamide C(#N)C1CC(C1)NC(=O)C=1C=NN2C1N=C(C=C2NC)NC=2C(N(C=CC2)C)=O